benzyl 3-(4-(((tert-butyldimethyl-silyl)oxy)methyl)-3-methoxyphenyl)-3-hydroxyazetidine-1-carboxylate C(C)(C)(C)[Si](OCC1=C(C=C(C=C1)C1(CN(C1)C(=O)OCC1=CC=CC=C1)O)OC)(C)C